[Cl-].C(C(=C)C)(=O)OCCC[N+](CC)(C)C methacryloxypropyl-dimethylethyl-ammonium chloride